3,5-diacetyl-1,4-dihydropyridine C(C)(=O)C1=CNC=C(C1)C(C)=O